C(=O)O.C(C)N(CCCNC(=O)C1=CC2=C(N3C(S2)=NC(=C3)C3=CC=C(C=C3)C(C)C)C=C1)CC N-(3-(diethylamino)propyl)-2-(4-isopropylphenyl)benzo[d]imidazo[2,1-b]thiazole-7-carboxamide formate